5-(4-aminophenyl)-10,15,20-triphenylporphyrin platinum [Pt].NC1=CC=C(C=C1)C=1C2=CC=C(N2)C(=C2C=CC(C(=C3C=CC(=C(C=4C=CC1N4)C4=CC=CC=C4)N3)C3=CC=CC=C3)=N2)C2=CC=CC=C2